NC1CCN(CC1)C1=CC=C(C=C1)C1C(NC(CC1)=O)=O 3-(4-(4-Aminopiperidin-1-yl)phenyl)piperidine-2,6-dione